BrC=1C=C2C(=NC=NC2=CC1)C1=CC=C(C=C1)N1CCN(CC1)C1COC1 6-bromo-4-(4-(4-(oxetan-3-yl)piperazin-1-yl)phenyl)quinazoline